1-(2-cyanoethyl)-2-ethyl-4-methyl-imidazole C(#N)CCN1C(=NC(=C1)C)CC